2,3,3-tribromoprop-2-enoic acid BrC(C(=O)O)=C(Br)Br